N,N,N',N'-tetrakis(2-pyridylmethyl)ethylenediamine N1=C(C=CC=C1)CN(CCN(CC1=NC=CC=C1)CC1=NC=CC=C1)CC1=NC=CC=C1